N'-[disulfanediylbis(6-methoxy-4-methylbenzene-3,1-diyl)]diacetamide S(SC=1C=C(C(=CC1C)OC)CC(=O)N)C=1C=C(C(=CC1C)OC)CC(=O)N